diethylhexyl-butyryl-aminotriazinone C(C)C(CCC(=O)C1=C(C(NN=N1)=O)NCCCCCC)CC